C(#N)CNC1(CC1)C#N 1-((cyanomethyl)amino)cyclopropane-1-carbonitrile